2-(2-amino-6-((4-fluorophenyl)amino)-9H-purin-9-yl)-N-(5-(5-bromopyridin-3-yl)-1H-pyrazol-3-yl)acetamide NC1=NC(=C2N=CN(C2=N1)CC(=O)NC1=NNC(=C1)C=1C=NC=C(C1)Br)NC1=CC=C(C=C1)F